(R)-N-(3-(5-fluoro-2-((6-(2-hydroxyethyl)-5-methoxypyridin-3-yl)amino)pyrimidin-4-yl)-1H-indol-7-yl)-3-methoxy-2-(4-methylpiperazin-1-yl)propanamide FC=1C(=NC(=NC1)NC=1C=NC(=C(C1)OC)CCO)C1=CNC2=C(C=CC=C12)NC([C@@H](COC)N1CCN(CC1)C)=O